ClC=1C=C2C(=C3C1NC(NC31CCCCC1)=O)OC(=N2)CN2C[C@@H](CC2)C(=O)OC methyl (3R)-1-({5-chloro-7-oxo-7,8-dihydro-6H-spiro[[1,3]oxazolo[5,4-f]quinazoline-9,1'-cyclohexan]-2-yl}methyl)pyrrolidine-3-carboxylate